FC1=CC=C(C(=O)NC2=C(C(=CC=C2)C(=O)C=2C=C3N=C(C=NC3=CC2)N2CCCC2)F)C=C1 4-fluoro-N-(2-fluoro-3-(3-(pyrrolidin-1-yl)quinoxaline-6-carbonyl)phenyl)benzamide